FC1(CCC2(CC(C2)N[C@@H]2[C@H](CCCC2)CC=2C=C3CN(C(C3=CC2)=O)C2C(NC(CC2)=O)=O)CC1)F 3-(5-(((1R,2S)-2-((7,7-difluorospiro[3.5]nonan-2-yl)amino)cyclohexyl)methyl)-1-oxoisoindolin-2-yl)piperidine-2,6-dione